racemic-3-(((4'-cyano-[1,1'-biphenyl]-4-yl)oxy)methyl)-1-(4-methoxybenzoyl)-N-methylpyrrolidine-3-carboxamide C(#N)C1=CC=C(C=C1)C1=CC=C(C=C1)OC[C@@]1(CN(CC1)C(C1=CC=C(C=C1)OC)=O)C(=O)NC |r|